OC1=C(C(=C(C(=C1S(=O)(=O)O)O)S(=O)(=O)O)O)S(=O)(=O)O 1,3,5-trihydroxybenzene-2,4,6-trisulfonic acid